4-(methylamino)-1-(2-methylpyridin-3-yl)-7-(trifluoromethyl)pyrido[2,3-d]-pyrimidin-2(1H)-one CNC=1C2=C(N(C(N1)=O)C=1C(=NC=CC1)C)N=C(C=C2)C(F)(F)F